C(C(C(C(C(C)O)O)O)O)O hexane-1,2,3,4,5-pentol